5-[3-(3-Hydroxyphenoxy)azetidin-1-yl]-5-methyl-2,2-diphenylhexanamide OC=1C=C(OC2CN(C2)C(CCC(C(=O)N)(C2=CC=CC=C2)C2=CC=CC=C2)(C)C)C=CC1